N-[1-[4-(hydroxymethyl)cyclohexyl]-6-(1-hydroxy-1-methyl-ethyl)indazol-5-yl]-6-(trifluoromethyl)pyridine-2-carboxamide OCC1CCC(CC1)N1N=CC2=CC(=C(C=C12)C(C)(C)O)NC(=O)C1=NC(=CC=C1)C(F)(F)F